C(C)[C@]1(C(OCC=2C(N3CC=4N(C5=C(C=C(C=C5C(C4C3=CC21)=O)F)CNC)C)=O)=O)O (S)-4-ethyl-8-fluoro-4-hydroxy-11-methyl-10-((methylamino)methyl)-1,12-dihydro-14H-pyrano[3',4':6,7]indolizino[2,1-b]quinoline-3,6,14(4H,11H)-trione